quinuclidin-3-yl (2-(4'-fluoro-[1,1'-biphenyl]-3-yl)propan-2-yl)carbamate FC1=CC=C(C=C1)C1=CC(=CC=C1)C(C)(C)NC(OC1CN2CCC1CC2)=O